N-tert-butoxycarbonyl-N'-fluorenylmethoxycarbonyl-D-lysine C(C)(C)(C)OC(=O)N[C@H](CCCCNC(=O)OCC1=CC=CC=2C3=CC=CC=C3CC12)C(=O)O